2-Methyl-3-(1-((4-methyl-7-(methylamino)-6-(morpholinomethyl)phthalazin-1-yl)amino)ethyl)benzonitrile CC1=C(C#N)C=CC=C1C(C)NC1=NN=C(C2=CC(=C(C=C12)NC)CN1CCOCC1)C